4-amino-7-fluoro-N-isobutyl-1-methyl-N-[[4-[6-(trifluoromethyl)-3-pyridinyl]thiazol-2-yl]methyl]pyrazolo[4,3-c]quinoline-8-carboxamide NC1=NC=2C=C(C(=CC2C2=C1C=NN2C)C(=O)N(CC=2SC=C(N2)C=2C=NC(=CC2)C(F)(F)F)CC(C)C)F